C(CC1=CC=CC=C1)NC(C(=O)N)CCC1=CC=CC=C1 2-(phenethylamino)-4-phenylbutyramide